4-(1-ethyl-1H-indazol-5-yl)-N-(3-fluorobenzyl)-5-(6-methylpyridin-2-yl)-1H-imidazol-2-amine C(C)N1N=CC2=CC(=CC=C12)C=1N=C(NC1C1=NC(=CC=C1)C)NCC1=CC(=CC=C1)F